C(C)(C)(C)OC(=O)N[C@H](C(=O)OC)[C@@H](C)OC(=C)C methyl (2S,3R)-2-(tert-butoxycarbonylamino)-3-isopropenyloxy-butanoate